C1=COOC1CCO Dioxacyclopentene-5-ethanol